ammonium iodoacetamidate ICC(=O)N.[NH4+]